C(CCCCCCCC\C=C\C=C\C)=O (E,E)-10,12-Tetradecadienal